CC1=CC=C(OCC(=O)N(CC=2SC=CC2)C2=NNC=C2)C=C1 2-(4-methylphenoxy)-N-(1H-pyrazol-3-yl)-N-(2-thiophenylmethyl)acetamide